C1(=CC=CC=C1)C1=CC=2N=C(OC2C2=CC=CC=C12)C1=CC=CC=C1 5-phenyl-2-phenylnaphtho[2,1-d]oxazole